2-(1,3-dithian-2-yl)-3,4-bis(4-methoxyphenyl)-6-phenyl-4H-pyran S1C(SCCC1)C=1OC(=CC(C1C1=CC=C(C=C1)OC)C1=CC=C(C=C1)OC)C1=CC=CC=C1